C(C1=CC=CC=C1)(C1=CC=CC=C1)N1CC(C1)C#N 1-benzhydrylazetidine-3-carbonitrile